3-methyl-2-(6-(((1r,2s,5r)-8-methyl-8-azabicyclo[3.2.1]oct-2-yl)amino)pyridazin-3-yl)-5-(trifluoromethyl)phenol CC=1C(=C(C=C(C1)C(F)(F)F)O)C=1N=NC(=CC1)N[C@@H]1[C@H]2CC[C@@H](CC1)N2C